ClC1=CC=C(C=C1)C1=NN=C(O1)N1CCC(CC1)NC(OC(C)(C)C)=O tert-butyl N-{1-[5-(4-chlorophenyl)-1,3,4-oxadiazol-2-yl]piperidin-4-yl}carbamate